C(C1=CC=CC=C1)OC=1N=C(C(=NC1)N1CCN(CC1)C(=O)OC(C)(C)C)NC1=CC=C(C=C1)C(F)(F)F tert-butyl 4-[5-(benzyloxy)-3-{[4-(trifluoromethyl)phenyl]amino}pyrazin-2-yl]piperazine-1-carboxylate